(R)-tert-butyl 3-(3-formylphenyl)-2-methylpropanoate C(=O)C=1C=C(C=CC1)C[C@H](C(=O)OC(C)(C)C)C